(R)-2-methyl-N-((E)-1-(10-methyl-8-oxo-2,3,4,4a,5,6-hexahydro-1H,8H-pyrido[1',2':3,4]pyrimido[2,1-b]quinazolin-12-yl)ethylidene)propane-2-sulfinamide CC(C)(C)[S@@](=O)/N=C(\C)/C=1C=C(C=C2C(N3C(=NC12)N1C(CC3)CCCC1)=O)C